methyl 3-[(tert-butyldimethylsilyl)oxy]cyclobutane-1-carboxylate [Si](C)(C)(C(C)(C)C)OC1CC(C1)C(=O)OC